5-phosphaspiro[4.5]decane chloride [Cl-].C1CCCP12CCCCC2